(3R,5'S)-1'-((S)-2-(2-(tert-butyl)-7-oxo-2,4,5,7-tetrahydro-6H-pyrazolo[3,4-c]pyridin-6-yl)-3-cyclopropylpropionyl)-2-oxospiro[indole-3,3'-pyrrolidine]-5'-carboxamide C(C)(C)(C)N1N=C2C(N(CCC2=C1)[C@H](C(=O)N1C[C@]2(C[C@H]1C(=O)N)C(NC1=CC=CC=C12)=O)CC1CC1)=O